7-isopropylpyrazolo[1,5-a]pyrimidin C(C)(C)C1=CC=NC=2N1N=CC2